3-amino-1-(5-(4-fluoro-2-methoxyphenyl)imidazo[2,1-b][1,3,4]thiadiazol-2-yl)-4-methylpiperidin-4-ol NC1CN(CCC1(O)C)C1=NN2C(S1)=NC=C2C2=C(C=C(C=C2)F)OC